N-(cis-3-(2-methoxyethoxy)cyclobutyl)-5-(quinoxalin-6-yl)pyrrolo[2,1-f][1,2,4]triazin-2-amine COCCO[C@H]1C[C@H](C1)NC1=NN2C(C=N1)=C(C=C2)C=2C=C1N=CC=NC1=CC2